OC(CN)CO 2,3-dihydroxyn-propylamine